dimethylsilylene-bis(2-n-butyl-4-phenyl-indenyl)zirconium dichloride [Cl-].[Cl-].C[Si](=[Zr+2](C1C(=CC2=C(C=CC=C12)C1=CC=CC=C1)CCCC)C1C(=CC2=C(C=CC=C12)C1=CC=CC=C1)CCCC)C